BrC1=CC(=C(C=C1Cl)C(C)=O)O 1-(4-bromo-5-chloro-2-hydroxyphenyl)ethan-1-one